2-(tert-butyl) 7-methyl 3-ethyl-5-fluoro-3,4-dihydroisoquinoline-2,7(1H)-dicarboxylate C(C)C1N(CC2=CC(=CC(=C2C1)F)C(=O)OC)C(=O)OC(C)(C)C